FC1=C(C=C(C(=C1)C=1C=NNC1)F)C=1SC2=C(N1)SC(=N2)N2CC1(C2)CCNCC1 2-{5-[2,5-difluoro-4-(1H-pyrazol-4-yl)phenyl][1,3]thiazolo[5,4-d][1,3]thiazol-2-yl}-2,7-diazaspiro[3.5]nonane